CC1(OCCN(C1)C=1SC2=C(N1)SC(=C2)C(=O)O)C 2-(2,2-Dimethylmorpholino)thieno[2,3-d]thiazole-5-carboxylic acid